C(C1=CC=CC=C1)N(C(COC=1C(=CC=CC1)OCC(=O)N(C1=CC=CC=C1)CC1=CC=CC=C1)=O)C1=CC=CC=C1 N,N'-dibenzyl-N,N'-diphenyl-1,2-benzenedioxydiacetamide